tert-butyl 1-(3-(3-chloro-4-fluorophenyl)-1-methylureido)-8-fluoro-6-oxo-1,4,5,6-tetrahydrobenzo[c][1,7]naphthyridine-3(2H)-carboxylate ClC=1C=C(C=CC1F)NC(N(C)C1C=2C3=C(C(NC2CN(C1)C(=O)OC(C)(C)C)=O)C=C(C=C3)F)=O